ClC=1C=C(C=CC1)C(CN(C)CC)N1C(C=C(C=C1)C1=CNC2=NC=C(C=C21)N2CCOCC2)=O 1-(1-(3-Chlorophenyl)-2-(ethyl(methyl)amino)ethyl)-4-(5-morpholino-1H-pyrrolo[2,3-b]pyridin-3-yl)pyridin-2(1H)-one